2-(6-Fluoro-1-methyl-1H-indol-4-yl)-6,7-dimethoxy-4-(piperidine-1-carbonyl)isoquinoline-1(2H)-one FC1=CC(=C2C=CN(C2=C1)C)N1C(C2=CC(=C(C=C2C(=C1)C(=O)N1CCCCC1)OC)OC)=O